C1(CC1)C1=NN(C(=C1)S(=O)(=O)N1CCC2(CC(CO2)N(C)CCOC)CC1)C 8-((3-cyclopropyl-1-methyl-1H-pyrazol-5-yl)sulfonyl)-N-(2-methoxyethyl)-N-methyl-1-oxa-8-azaspiro[4.5]decan-3-amine